C(C)(C)(C)C1C(N(C2=C(N1C(=O)OCCC1=CC(=CC=C1)OCCCC1=CC=CC=C1)N=C(C=C2)Cl)C)=O 2-(3-(3-Phenylpropoxy)phenyl)ethan-1-ol tert-butyl-6-chloro-1-methyl-2-oxo-2,3-dihydropyrido[2,3-b]pyrazine-4(1H)-carboxylate